FC(CC[C@@H](C(C(=O)NCCOC)=O)NC(=O)[C@H]1N(C[C@H]2[C@@H]1CCC2)C([C@H](C(C)(C)C)NC(OC)=O)=O)(C)F methyl ((S)-1-((1S,3aR,6aS)-1-(((S)-6,6-difluoro-1-((2-methoxyethyl)amino)-1,2-dioxoheptan-3-yl)carbamoyl)hexahydrocyclopenta[c]pyrrol-2(1H)-yl)-3,3-dimethyl-1-oxobutan-2-yl)carbamate